ClC1=NC(=NC(=N1)Cl)C1=CC=CC=C1 2,4-diChloro-6-phenyl-1,3,5-triazine